CC(COC(C)COC(C)COC(C)COC(C)COC(C)COC(C)COC(C)COC(C)COCCOC)N The molecule is a polyether that is a nine-membered polypropylene glycol terminated by an amino group at one end and a methoxyethyl termination at the other. A common crystallisation reagent. It is a polyether and a primary amino compound.